FC(C(CC1=NSC(=N1)NC(=O)C1=CSC(=C1)C1=CC(=CC=C1)C(F)(F)F)(C)O)(F)F N-(3-(3,3,3-trifluoro-2-hydroxy-2-methylpropyl)-1,2,4-thiadiazol-5-yl)-5-(3-(trifluoro-methyl)phenyl)thiophene-3-carboxamide